C(C)(C)(C)OC([C@H](C(C)C)N(C(=O)C1CN(C1)C(=O)OCC1=CC=CC=C1)CC)=O benzyl (S)-3-((1-(tert-butoxy)-3-methyl-1-oxobutan-2-yl)(ethyl)carbamoyl)azetidine-1-carboxylate